Perfluoro peroxide FOOF